(3-bromo-5-nitropyridin-4-yl)-L-proline BrC=1C=NC=C(C1N1[C@@H](CCC1)C(=O)O)[N+](=O)[O-]